FC1(CCC(CC1)N1C2=C(S([C@H]([C@H](C1)CCC(F)(F)F)F)(=O)=O)C=C(C(=C2)C(F)(F)F)OCC(C(=O)O)(C)C)F 3-(((2R,3S)-5-(4,4-difluorocyclohexyl)-2-fluoro-1,1-dioxido-7-(trifluoromethyl)-3-(3,3,3-trifluoropropyl)-2,3,4,5-tetrahydrobenzo[b][1,4]thiazepin-8-yl)oxy)-2,2-dimethylpropanoic acid